N-(4-(3-methoxy-2,6-dimethylphenyl)-1-methyl-[1,2,4]triazolo[4,3-a][1,6]naphthyridin-8-yl)cyclopropanecarboxamide COC=1C(=C(C(=CC1)C)C=1C=2N(C3=CC(=NC=C3C1)NC(=O)C1CC1)C(=NN2)C)C